lithium naphthalenesulfonic acid C1(=CC=CC2=CC=CC=C12)S(=O)(=O)O.[Li]